Pyrrolo[2,1-f][1,2,4]Triazine-4-amine N=1N2C(C(=NC1)N)=CC=C2